C(#N)CCNC(NC1=CC=C2C(=N1)N(C=C2C2=C(C=CC=C2)OC)COCC[Si](C)(C)C)=O 3-(2-cyanoethyl)-1-[3-(2-methoxyphenyl)-1-[[2-(trimethylsilyl)ethoxy]methyl]pyrrolo[2,3-b]pyridin-6-yl]urea